CCCCCCCCCCCCCCCCCC(=O)O[C@H](COC(=O)CCCCCCC/C=C\CCCCCCCCC)COP(=O)(O)OC[C@@H](C(=O)O)N 1-(9Z-nonadecenoyl)-2-octadecanoyl-glycero-3-phosphoserine